[Si]=O.[Co] cobalt-silicon oxide